COCC1=NC=CC(=C1)C1=NSC(=N1)[C@H](C)N[S@](=O)C(C)(C)C (R)-N-[(1S)-1-[3-[2-(methoxymethyl)-4-pyridyl]-1,2,4-thiadiazol-5-yl]ethyl]-2-methyl-propane-2-sulfinamide